OC[C@H](C1=CC=CC=C1)NC1=NC(=NC=C1C(=O)OCC)NC=1C=C2CCN(C(C2=CC1)=O)C Ethyl 4-{[(1S)-2-hydroxy-1-phenylethyl]amino}-2-[(2-methyl-1-oxo-1,2,3,4-tetrahydroisoquinolin-6-yl)amino]pyrimidine-5-carboxylate